BrC1=CC=C(N=N1)N([C@@H]1CC[C@H]2CN(C[C@H]21)C(=O)C=2SC(=CC2)CCOCCF)C [(3aS,4R,6aR)-4-[(6-bromo-3-pyridazinyl)(methyl)amino]hexahydrocyclopenta[c]pyrrol-2(1H)-yl]{5-[2-(2-fluoroethoxy)ethyl]-2-thienyl}methanone